N-[amino(imino)methyl]Piperidine-1-carboximidamide hydrochloride Cl.NC(NC(=N)N1CCCCC1)=N